N1N=NC2=C1C=CC(=C2)CNC(=O)C2C1CN(CC2C1)C(=O)OCC1=CC(=CC(=C1)C(F)(F)F)C(F)(F)F 3,5-Ditrifluoromethylbenzyl 6-(((1H-benzo[1,2,3]triazol-5-yl) methyl) carbamoyl)-3-azabicyclo[3.1.1]heptane-3-carboxylate